ClC1=NC=C2C=C(C(N(C2=C1)CC)=O)C=1C=NC=C(C1C)F 7-chloro-1-ethyl-3-(5-fluoro-4-methylpyridin-3-yl)-1,6-naphthyridin-2-one